C(C)(C)(C)P(C1=C(C(=C(N(C)C)C=C1)Cl)Cl)C(C)(C)C 4-di-tert-butylphosphino-N,N-dimethyl-dichloroaniline